FC1=CC=C(C=C1)C(C)=O 2-(4-fluorophenyl)-2-oxoethane